(S)-1-(4-(4-(benzo[d]thiazol-5-ylamino)thieno[2,3-b]pyridin-2-yl)azepan-1-yl)ethan-1-one S1C=NC2=C1C=CC(=C2)NC2=C1C(=NC=C2)SC(=C1)[C@@H]1CCN(CCC1)C(C)=O